FC1=C(C(=O)O)C(=CC(=C1)F)NC1=C(C=C(C=C1)I)F 2,4-difluoro-6-((2-fluoro-4-iodophenyl)amino)benzoic acid